(R)-1-(4-(2-((3,3-diphenylallyl)(1-(4-methoxyphenyl)ethyl)amino)ethyl)piperazin-1-yl)prop-2-en-1-one C1(=CC=CC=C1)C(=CCN(CCN1CCN(CC1)C(C=C)=O)[C@H](C)C1=CC=C(C=C1)OC)C1=CC=CC=C1